(4R)-4-(benzyloxy)-1-(tert-butoxycarbonyl)-2-methylpyrrolidine-2-carboxylic acid C(C1=CC=CC=C1)O[C@@H]1CC(N(C1)C(=O)OC(C)(C)C)(C(=O)O)C